3-ETHOXYCARBONYLMETHYLPHENYLBORONIC ACID C(C)OC(=O)CC=1C=C(C=CC1)B(O)O